C(C#C)OCCOCCO 2-[2-(2-propynyloxy)ethoxy]Ethanol